3-(N-(2'-cyano-4-(trifluoromethyl)-[1,1'-biphenyl]-2-yl)sulfamoyl)-4-methoxybenzoic acid C(#N)C1=C(C=CC=C1)C1=C(C=C(C=C1)C(F)(F)F)NS(=O)(=O)C=1C=C(C(=O)O)C=CC1OC